2-(4-(methoxycarbonyl)phenyl)piperazine COC(=O)C1=CC=C(C=C1)C1NCCNC1